O1C=C(C(C2=CC=CC=C12)=O)C#N chromone-3-formonitrile